C(CCCC)N(CCN(CCN(CCN(C)CCCCC)C)C)C N,N'''-dipentyl-N,N',N'',N'''-tetramethyl(triethylenetetraamine)